CC1=CC=C(C=C1)S(=O)(=O)NCC#C 4-methyl-N-(prop-1-yn-3-yl)benzenesulfonamide